[Cr](=O)(Cl)Cl dichlorochromite